CS(=O)(=O)CCC(=O)N1CC2=CC=CC(=C2CC1)OC1=CC=C(C=C1)C(F)(F)F 3-(methylsulfonyl)-1-(5-(4-(trifluoromethyl)phenoxy)-3,4-dihydroisoquinolin-2(1H)-yl)propan-1-one